ClC=1C=C(C=CC1)C#C\C=C/1\C(CN(CC1)C(=O)C1=NC(=CC(=N1)OC)OC)(C)C {(4E)-4-[3-(3-chlorophenyl)prop-2-yn-1-ylidene]-3,3-dimethylpiperidin-1-yl}(4,6-dimethoxypyrimidin-2-yl)methanone